C(CCCCCC)OC(=O)CCCN(CCCCCCN)CCCC(=O)OCCCCCCC N1,N1-Di((heptyloxycarbonyl)propyl)hexane-1,6-diamine